Butyric acid 2-chloro-6-oxo-1-propyl-8-[1-(3-trifluoromethyl-benzyl)-1H-pyrazol-4-yl]-1,6-dihydro-purin-7-ylmethyl ester ClC=1N(C(C=2N(C(=NC2N1)C=1C=NN(C1)CC1=CC(=CC=C1)C(F)(F)F)COC(CCC)=O)=O)CCC